3-(2,6-diisopropylphenyl)imidazolium chloride [Cl-].C(C)(C)C1=C(C(=CC=C1)C(C)C)[N+]1=CNC=C1